4-bromo-1-chloro-2-iodobenzene BrC1=CC(=C(C=C1)Cl)I